allylpyrrolo[2,3-b]pyridine-2-carbaldehyde C(C=C)C1=C(NC2=NC=CC=C21)C=O